(2-(2,6-dioxopiperidin-3-yl)-7-fluoro-3-oxoisoindolin-5-yl)methyl(6-phenylpyridin-3-yl)carbamate O=C1NC(CCC1N1CC2=C(C=C(C=C2C1=O)OC(N(C=1C=NC(=CC1)C1=CC=CC=C1)C)=O)F)=O